15-[4-[[[2-(2,6-dioxo-3-piperidyl)-1,3-dioxo-isoindolin-4-yl]amino]methyl]triazol-1-yl]pentadecanoic acid O=C1NC(CCC1N1C(C2=CC=CC(=C2C1=O)NCC=1N=NN(C1)CCCCCCCCCCCCCCC(=O)O)=O)=O